C(C)(C)(C)OC(=O)N[C@H]([C@H](C)O)C1(CCN(CC1)C(=O)OC(C)(C)C)CO tert-butyl 4-((1S,2S)-1-((tert-butoxycarbonyl)amino)-2-hydroxypropyl)-4-(hydroxymethyl)piperidine-1-carboxylate